5-(tert-butyl)picolinic acid C(C)(C)(C)C=1C=CC(=NC1)C(=O)O